7-fluoro-1,2,3,4-tetrahydro-cyclopenta[b]Indole-5-carboxylic acid FC=1C=C2C3=C(NC2=C(C1)C(=O)O)CCC3